Cl.N1CC(C1)C1CN(CCC1)C 3-(azetidin-3-yl)-1-methylpiperidine hydrochloride